tetrafluoroethyl (chlorotrifluoroethyl) ether ClC(C(F)(F)F)OC(C(F)(F)F)F